N(C(=N)N)[C@@H](CC(=O)O)C(C)C (3S)-3-carbamimidamido-4-methyl-pentanoic acid